C(C)(C)(C)OC(=O)N1CC(CC1)N1CC2=C(C3=C(N=CN=C3N)N2CC1=O)Br 3-(4-amino-5-bromo-8-oxo-8,9-dihydropyrazino[1',2':1,5]pyrrolo[2,3-d]pyrimidin-7(6H)-yl)pyrrolidine-1-carboxylic acid tert-butyl ester